OCC(CCCCC)=O alpha-hydroxyheptanone